ClC=1C=CC(=C(C1)S(=O)(=O)NC1=CC=C(C=C1)C1=NC(=C2C(=N1)NN=C2C)O[C@@H]2CN(C[C@@H]2F)CCO)F 5-chloro-2-fluoro-N-[4-(4-{[(3R,4S)-4-fluoro-1-(2-hydroxyethyl)pyrrolidin-3-yl]oxy}-3-methyl-1H-pyrazolo[3,4-d]pyrimidin-6-yl)phenyl]benzenesulfonamide